N-((5-Chloro-8-hydroxy-3-methyl-1-oxo-7-isochromanyl)carbonyl)cysteine ClC1=C2CC(OC(C2=C(C(=C1)C(=O)N[C@@H](CS)C(=O)O)O)=O)C